BrC1C(NC(CC1)=O)=O C3-bromopiperidine-2,6-dione